NC[C@@H](C(=O)O)C (s)-3-amino-2-methylpropanoic acid